1-[5-(2-fluorophenyl)-1-(pyridine-3-sulfonyl)-1H-pyrrol-3-yl]-N-methylmethanamine monofumarate C(\C=C\C(=O)O)(=O)O.FC1=C(C=CC=C1)C1=CC(=CN1S(=O)(=O)C=1C=NC=CC1)CNC